N(=NCC)CC azoethane